FC(N1N=CC(=C1)C1=CC=2CC(N3C(C2C2=C1OCCC2)=CC(C(=C3)C(=O)O)=O)C(C)C)F 5-(1-(difluoromethyl)-1H-pyrazol-4-yl)-8-isopropyl-12-oxo-1,2,3,7,8,12-hexahydropyrano[2,3-H]pyrido[2,1-a]isoquinoline-11-carboxylic acid